N1(C=CC=C1)P(OC1=C(C=CC=C1)C1=C(C=CC=C1)OP(N1C=CC=C1)N1C=CC=C1)N1C=CC=C1 2,2'-bis((di(1H-pyrrol-1-yl)phosphanyl)oxy)-1,1'-biphenyl